FC1=CC=C(C=C1)[C@@H](CO)C=1C=NC(=NC1)N1CCNCC1 (R)-2-(4-fluorophenyl)-2-(2-(piperazin-1-yl)pyrimidin-5-yl)ethanol